tert-butyl 4-(4-(4-(3-(tert-butyl)phenoxy)butyl)benzoyl)piperazine-1-carboxylate C(C)(C)(C)C=1C=C(OCCCCC2=CC=C(C(=O)N3CCN(CC3)C(=O)OC(C)(C)C)C=C2)C=CC1